N-[[(2R)-4-[6-(2-hydroxy-4,6-dimethyl-phenyl)pyridazin-3-yl]morpholin-2-yl]methyl]acetamide OC1=C(C(=CC(=C1)C)C)C1=CC=C(N=N1)N1C[C@H](OCC1)CNC(C)=O